[2,4-bis(prop-1-en-2-yl)thiophen-3-yl]carbamic acid tert-butyl ester C(C)(C)(C)OC(NC1=C(SC=C1C(=C)C)C(=C)C)=O